(tetrahydrofuran-3-yl)-1H-pyrazole-5-carboxylic acid methyl ester COC(=O)C1=CC=NN1C1COCC1